FC(C1=NN=C(O1)C=1C=NC(=NC1)N(C)C1(CC1)C1=CC=C(C=C1)F)F 5-(5-(difluoromethyl)-1,3,4-oxadiazol-2-yl)-N-(1-(4-fluorophenyl)cyclopropyl)-N-methylpyrimidin-2-amine